7-oxo-5beta-chol-2-enoic acid methyl ester COC(CC[C@@H](C)[C@H]1CC[C@H]2[C@@H]3C(C[C@@H]4CC=CC[C@]4(C)[C@H]3CC[C@]12C)=O)=O